ClC=1C=CC(=C(C1)O)NC1CCNCC1 5-chloro-2-(4-piperidylamino)phenol